(R or S)-2-chloro-N-[6-(1-hydroxyethyl)-2-phenyl-2H-indazol-3-yl]-5-pyrimidin-2-yl-4-(trifluoromethyl)benzamide ClC1=C(C(=O)NC=2N(N=C3C=C(C=CC23)[C@@H](C)O)C2=CC=CC=C2)C=C(C(=C1)C(F)(F)F)C1=NC=CC=N1 |o1:15|